(3R,5R,8R,9R,10S,13S,14S,17S)-3,13-dimethyl-17-[3-(triazol-1-ylmethyl)oxetan-3-yl]-2,4,5,6,7,8,9,10,11,12,14,15,16,17-tetradecahydro-1H-cyclopenta[a]phenanthren-3-ol C[C@]1(CC[C@@H]2[C@H]3CC[C@@]4([C@H](CC[C@H]4[C@@H]3CC[C@@H]2C1)C1(COC1)CN1N=NC=C1)C)O